(S*)-N-(3-Cyano-4-fluorophenyl)-8-ethyl-11,11-difluoro-8-hydroxy-3,4,8,9,10,11-hexahydro-1H-pyrido[4',3':3,4]pyrazolo[1,5-a]azepine-2(7H)-carboxamide C(#N)C=1C=C(C=CC1F)NC(=O)N1CC=2C(=NN3C2C(CC[C@@](C3)(O)CC)(F)F)CC1 |o1:22|